(hydroxypropyl)sulfonamide OCCCS(=O)(=O)N